N1CCC(CC1)C(=O)NC1=CC=C(C=C1)C1=CC(=CC(=C1)N1N=NC(=C1)C1=CC=C(C=C1)C(F)(F)F)C(=O)O 4'-(Piperidine-4-carboxamido)-5-(4-(4-(trifluoromethyl)phenyl)-1H-1,2,3-triazol-1-yl)-[1,1'-biphenyl]-3-carboxylic acid